4-fluoro-7-methyl-N-(3-(4-methyl-2-phenylpiperazin-1-yl)phenyl)-1H-indole FC1=C2C=CN(C2=C(C=C1)C)C1=CC(=CC=C1)N1C(CN(CC1)C)C1=CC=CC=C1